(3R,5S)-1-{5H,6H,7H-cyclopenta[d]pyrimidin-2-yl}-3,5-dimethylpiperazine N1=C(N=CC2=C1CCC2)N2C[C@H](N[C@H](C2)C)C